2-chloro-N-(2-iodophenyl)-5-methoxy-6-oxo-1H-pyrimidine-4-carboxamide ClC=1NC(C(=C(N1)C(=O)NC1=C(C=CC=C1)I)OC)=O